1-hexanesulfonic acid C(CCCCC)S(=O)(=O)O